N-[[4-chloro-3-(trifluoromethoxy)-phenyl]methyl]acetamid ClC1=C(C=C(C=C1)CNC(C)=O)OC(F)(F)F